(1-methylethylidene)-4,1-phenylenediphenyl phosphate P1(=O)(OC2=C(C=CC=C2)C2=CC=C(C=C2)C2C(=CC=CC2=C(C)C)O1)[O-]